1-methyl-3-(4-phenyl-2-(4,4,5,5-tetramethyl-1,3,2-dioxaborolan-2-yl)butyl)-1H-indole CN1C=C(C2=CC=CC=C12)CC(CCC1=CC=CC=C1)B1OC(C(O1)(C)C)(C)C